N1=CC(=CC=C1)C=1C=C(C=CC1)C1=CC(=CC(=C1)C1=CC(=CC=C1)C=1C=NC=CC1)C1=CC(=CC=C1)C=1C=NC=CC1 1,3,5-tris[3-(3-pyridyl)-phenyl]benzene